lactate C(C(O)C)(=O)[O-]